6-(4-cyclohexylphenoxy)nicotinic acid C1(CCCCC1)C1=CC=C(OC2=NC=C(C(=O)O)C=C2)C=C1